ClC1=CC(=CC(=C1N)C(F)(F)F)Br 6-chloro-4-bromo-2-trifluoromethylaniline